COC=1C=CC=2N(C1)N=CC2 6-methoxypyrazolo[1,5-a]pyridin